C(\C=C\C(=O)O)(=O)O.C(\C=C\C(=O)O)(=O)O.ClC=1C=CC(=C(CN2C[C@@H](CC2)CN)C1)OCC(C)C (S)-(1-(5-chloro-2-isobutoxybenzyl)pyrrolidin-3-yl)methanamine difumarate